C(C)(C)(C)OC(=O)N1C[C@H](CC1)N1C(C(=CC2=C1N=C(N=C2)S(=O)(=O)C)C2=C(C=CC=C2)Cl)=O (S)-3-(6-(2-chlorophenyl)-2-(methylsulfonyl)-7-oxopyrido[2,3-d]pyrimidin-8(7H)-yl)-pyrrolidine-1-carboxylic acid tert-butyl ester